(2-(4-(3-methoxyphenyl)-1H-pyrazol-1-yl)-4-morpholinopyrido[3,2-d]pyrimidin-7-yl)methanol COC=1C=C(C=CC1)C=1C=NN(C1)C=1N=C(C2=C(N1)C=C(C=N2)CO)N2CCOCC2